NC1=NC=C(C2=C1C=NN2)NC(C(N2[C@H](CC[C@@H](C2)C)C2=CC=C1C=C(C=NC1=C2)Cl)=O)=O |r| N-(4-Amino-1H-pyrazolo[4,3-c]pyridin-7-yl)-2-oxo-2-[rac-(2R,5S)-2-(3-chloro-7-quinolyl)-5-methyl-1-piperidyl]acetamide